((N-methyl-benzoimidazol-2-yl)-7-(diethylamino)-coumarin) iridium (III) [Ir+3].CN1C(=NC2=C1C=CC=C2)C=2C(OC1=CC(=CC=C1C2)N(CC)CC)=O